C1(CC1)C1=C(C=NC(=C1)C(NC=1C(=C(C=CC1)C1=C(C(=CC=C1)NC(C1=NC=C(C(=C1)C1CC1)CN[C@@H](CO)C)=O)C)C)=O)CN[C@H](CO)C(=O)O ((4-cyclopropyl-6-((3'-(4-cyclopropyl-5-((((R)-1-hydroxypropan-2-yl)amino)methyl)picolinamido)-2,2'-dimethyl-[1,1'-biphenyl]-3-yl)carbamoyl)pyridin-3-yl)methyl)-D-serine